BrC=1C=C(C(=NC1)N)NC(C)C 5-bromo-N3-isopropylpyridine-2,3-diamine